ClC1=C(N=NC(=C1)Cl)OC 4,6-dichloro-3-methoxypyridazine